ClC(C(O[C@H]1[C@H](O)[C@@H](O)[C@@H](O)[C@H](O1)CO)=N)(Cl)Cl β-D-galactopyranosyl trichloroacetimidate